C(C)C1=NN(C2=C1C(NCC1(CCOCC1)C2)=O)C[C@H](COC(C2=C(C=CC=C2C)F)=O)C 2-Fluoro-6-methyl-benzoic acid [(2R)-3-(3-ethyl-4-oxo-spiro[6,8-dihydro-5H-pyrazolo[4,3-c]azepin-7,4'-tetrahydropyran]-1-yl)-2-methyl-propyl] ester